tert-butyl (3S)-4-[2-[4-(hydroxymethyl)-1-piperidyl]-2-oxo-ethyl]-3-methyl-piperazine-1-carboxylate OCC1CCN(CC1)C(CN1[C@H](CN(CC1)C(=O)OC(C)(C)C)C)=O